C(C)(=O)N[C@@H](CCC(=O)O)C(=O)N[C@@H](CCC(=O)O)C(=O)N[C@@H](CCSC)C(=O)N[C@@H](CCC(N)=O)C(=O)N[C@@H](CCCNC(N)=N)C(=O)N[C@@H](CCCNC(N)=N)C(=O)N[C@@H](C)C(=O)N[C@@H](CC(=O)O)C(=O)[NH-] Acetyl-glutamyl-glutamyl-methionyl-glutaminyl-arginyl-arginyl-alanyl-aspartylamide